N=1N=CN(C1)C1=CC=C(C=C1)[C@@](C(=O)OC(C)C)(CC(C)(C)C)N Isopropyl (R)-2-(4-(4H-1,2,4-triazol-4-yl)phenyl)-2-amino-4,4-dimethylpentanoate